CC(CCCC=CC=CC=CC=C)(C)C trimethyl-dodecatetraene